NP=NPNPNP aminotetraphosphazene